5-[4-[2-[1-[5-[5-(difluoromethyl)pyrido[4,3-b]indol-7-yl]-3-fluoro-2-pyridyl]-4-piperidyl]ethyl]piperazin-1-yl]-2-(2,6-dioxo-3-piperidyl)isoindoline-1,3-dione trifluoroacetate FC(C(=O)O)(F)F.FC(N1C2=C(C=3C=CC(=CC13)C=1C=C(C(=NC1)N1CCC(CC1)CCN1CCN(CC1)C=1C=C3C(N(C(C3=CC1)=O)C1C(NC(CC1)=O)=O)=O)F)C=NC=C2)F